trans-N-(4-(2-aminocyclopropyl)phenyl)-4-methylbenzamide N[C@H]1[C@@H](C1)C1=CC=C(C=C1)NC(C1=CC=C(C=C1)C)=O